piperidinyl-sulfonylamide N1(CCCCC1)S(=O)(=O)[NH-]